C1OCCC(C2=C1C=CC=C2)=O 3,4-dihydrobenzo[c]oxepin-5(1H)-one